NCCS.[Cu] copper cysteamine